N-[4-(3-cyanophenyl)-5-(2,6-dimethyl-4-pyridinyl)thiazol-2-yl]-5-oxa-2,8-diazaspiro[3.5]nonane-2-carboxamide C(#N)C=1C=C(C=CC1)C=1N=C(SC1C1=CC(=NC(=C1)C)C)NC(=O)N1CC2(C1)OCCNC2